SC=1OC(=NN1)C(C1=CC=C(C=C1)Cl)O 2-mercapto-5-(4-chloro-alpha-hydroxybenzyl)-1,3,4-oxadiazole